1-Dodecyl-4-butylpiperidinium fluorid [F-].C(CCCCCCCCCCC)[NH+]1CCC(CC1)CCCC